ClC1=CC=C(C=C1)C=1N=C(OC1CCCOC1=C(C=CC=C1)C)N1C(=NC=C1)C 4-(4-chlorophenyl)-2-(2-methyl-1-imidazolyl)-5-[3-(2-methylphenoxy)propyl]oxazole